C1N(CCC2=CC=CC=C12)CC(CNC(C1=CC(=CC=C1)C1CN(CC1)C)=O)O N-(3-(3,4-dihydroisoquinolin-2(1H)-yl)-2-hydroxypropyl)-3-(1-methylpyrrolidin-3-yl)benzamide